(8R)-8-methyl-7,10-dioxo-2,6,9-triazaspiro[4.5]decane-2-carbonitrile C[C@@H]1C(NC2(CCN(C2)C#N)C(N1)=O)=O